N4-(3,4-ethylenedioxyphenyl)-5-fluoro-N2-[1-(3-hydroxypropyl)indazol-5-yl]-2,4-pyrimidinediamine C1OC=2C=C(C=CC2OC1)NC1=NC(=NC=C1F)NC=1C=C2C=NN(C2=CC1)CCCO